ClC=1C=CC(=C(C1)NC(=O)N1C(CN(CC1)CC1=NC2=CC=CC=C2C(N1)=O)C)C N-(5-chloro-2-methylphenyl)-2-methyl-4-((4-oxo-3,4-dihydroquinazolin-2-yl)methyl)piperazine-1-carboxamide